4-(2-(((S)-phenyl((R)-1,2,3,4-tetrahydropyrido[2,3-b]pyrazin-3-yl)methyl)amino)ethyl)benzonitrile C1(=CC=CC=C1)[C@@H]([C@H]1CNC2=C(N1)N=CC=C2)NCCC2=CC=C(C#N)C=C2